O\N=C\C=1OC2=C(C1C(=O)OCC)C=C(C=C2)OCC2=C(N=CS2)C (E)-ethyl 2-((hydroxyimino)methyl)-5-((4-methylthiazol-5-yl)methoxy)benzofuran-3-carboxylate